BrC=1C(=NN(C1)C)C1=NC(=CC=C1)C 2-(4-Bromo-1-methyl-1H-pyrazol-3-yl)-6-methylpyridine